2-(1-ethyl-5-methyl-2-oxo-1,2-dihydropyridin-3-yl)acetic acid C(C)N1C(C(=CC(=C1)C)CC(=O)O)=O